(2R,3S)-3-(1-(4-iodobenzyl)-1H-pyrazol-3-yl)-2-(2,4-difluorophenyl)-1-(1H-1,2,4-triazol-1-yl)butan-2-ol IC1=CC=C(CN2N=C(C=C2)[C@@H]([C@@](CN2N=CN=C2)(O)C2=C(C=C(C=C2)F)F)C)C=C1